(4-fluoro-1-methyl-1H-indazol-5-yl)imidazolidine-2,4-dione FC1=C2C=NN(C2=CC=C1N1C(NC(C1)=O)=O)C